(9S,13S,14S,17R)-13-methyl-6,9,11,12,14,15,16,17-octahydrocyclopenta[a]phenanthrene-3,17-diol C[C@@]12[C@@H](CC[C@H]1C1=CCC=3C=C(C=CC3[C@H]1CC2)O)O